5-(4-fluoro-1H-pyrazol-1-yl)-2-(6-(((1R,2R,3S,5S)-2-fluoro-8-methyl-8-azabicyclo[3.2.1]octan-3-yl)(methyl)amino)pyridazin-3-yl)phenol FC=1C=NN(C1)C=1C=CC(=C(C1)O)C=1N=NC(=CC1)N(C)[C@@H]1[C@@H]([C@H]2CC[C@@H](C1)N2C)F